ClC1=C(C=CC=C1)[C@@H]([C@@H](C(=O)N(C)C)NC1=CC=CC=C1)C (2S,3S)-3-(2-Chlorophenyl)-N,N-dimethyl-2-(phenylamino)butanamide